C1(=CC=CC=C1)C1C(C1)C1=NC(=NS1)C(C)C 5-(2-phenylcyclopropyl)-3-(propan-2-yl)-1,2,4-thiadiazole